(4R)-1-[3-[2-[(1-acetyl-4-piperidyl)amino]-5-fluoro-pyrimidin-4-yl]phenyl]-4-hydroxy-pyrrolidin-2-one C(C)(=O)N1CCC(CC1)NC1=NC=C(C(=N1)C=1C=C(C=CC1)N1C(C[C@H](C1)O)=O)F